C(C1=CC=CC=C1)OCC(=O)N1[C@H](C(NC2=C(C1)C(=CN=C2)F)=O)[C@@H](C)CC (S)-4-(2-(benzyloxy)acetyl)-3-((S)-sec-butyl)-6-fluoro-1,3,4,5-tetrahydro-2H-pyrido[3,4-e][1,4]diazepin-2-one